BrC=1C=CC2=C(C(C(O2)=CC=2OC(=CC2)C2=C(C=CC=C2)[N+](=O)[O-])=O)C1 5-Bromo-2-[[5-(2-nitrophenyl)-2-furanyl]methylene]-3(2H)-benzofuranone